C(C)(C)(C)P(C1=C(C=CC=C1)C1=C(C=CC=C1)P(C(C)(C)C)C(C)(C)C)C(C)(C)C 2,2'-bis(di-tert-butyl-phosphino)-1,1'-biphenyl